3,4-dimethylpyrazole-succinic acid CC1(N=NC=C1C)C(CC(=O)O)C(=O)O